N-(2-(4,4-Difluoropiperidin-1-yl)-3-fluoropyridin-4-yl)-4-((2-hydroxyethyl)sulfonamido)-2-(6-azaspiro[2.5]octan-6-yl)benzamide FC1(CCN(CC1)C1=NC=CC(=C1F)NC(C1=C(C=C(C=C1)NS(=O)(=O)CCO)N1CCC2(CC2)CC1)=O)F